[I-].C[N+]1=CC=C(C=C1)C1=CC=CC=C1 1-methyl-4-PHENYLPYRIDIN-1-ium iodide